ClC1=C(C(=CC=C1Cl)OC)C1CC=2C(=NN(C2CC)C)C1 5-(2,3-dichloro-6-methoxyphenyl)-3-ethyl-2-methyl-2,4,5,6-tetrahydrocyclopenta[c]pyrazole